N-(1-cyclopropyl-2-oxo-1,2-dihydropyridin-3-yl)-6-isopropoxy-2-(1-methyl-2-oxabicyclo[2.1.1]hexan-4-yl)-2H-indazole-5-carboxamide C1(CC1)N1C(C(=CC=C1)NC(=O)C1=CC2=CN(N=C2C=C1OC(C)C)C12COC(C1)(C2)C)=O